C(C)(C)(C)OC(=O)N1N=CC(=C1)CC1=CC(=CC=C1)C(F)(F)F 4-(3-(trifluoromethyl)benzyl)-1H-pyrazole-1-carboxylic acid tert-butyl ester